6-(2-(3-Cyclohexyl-5-cyclopropylisoxazol-4-yl)-7-azaspiro[3.5]non-1-en-7-yl)-4-methoxychinolin C1(CCCCC1)C1=NOC(=C1C1=CC2(C1)CCN(CC2)C=2C=C1C(=CC=NC1=CC2)OC)C2CC2